3-{5-[2-(2-{2,6-Diazaspiro[3.5]nonan-2-yl}pyrimidin-5-yl)ethynyl]-3-methyl-2-oxo-1,3-benzodiazol-1-yl}piperidine-2,6-dione C1N(CC12CNCCC2)C2=NC=C(C=N2)C#CC2=CC1=C(N(C(N1C)=O)C1C(NC(CC1)=O)=O)C=C2